6-[[2-[3-(6-fluoro-[1,2,4]triazolo[4,3-a]pyridin-7-yl)propyl]-2-azaspiro[3.3]heptan-6-yl]methyl]-1-methyl-pyrazolo[3,4-c]pyridin-7-one FC=1C(=CC=2N(C1)C=NN2)CCCN2CC1(C2)CC(C1)CN1C(C2=C(C=C1)C=NN2C)=O